N1C=C(C2=CC=CC=C12)CNCC(=O)O N-(1H-indol-3-ylmethyl)glycine